1-O-Hexadecyl-sn-glycero-3-phosphocholine CCCCCCCCCCCCCCCCOC[C@H](COP(=O)([O-])OCC[N+](C)(C)C)O